IC=1C=NN2C1C(=CC(=C2)C=2C=NN(C2)C)C2=CC=C(C=C2)N2CCN(CC2)C(=O)OC(C)(C)C tert-Butyl 4-(4-(3-iodo-6-(1-methyl-1H-pyrazol-4-yl)pyrazolo[1,5-a]pyridin-4-yl)phenyl)piperazine-1-carboxylate